C1(CCCCC1)C[SiH](OCCOC)OCCOC cyclohexylmethyl-bis-(2-methoxyethoxy)silane